OC1(CC=C(C=C1)C1=CC=CC=C1)C=O 4-hydroxy-1,1-biphenyl-4-carbaldehyde